C(C1=CC=CC=C1)OC=1C2=CC=CC=C2C(=C2C=CC=CC12)OCC1=CC=CC=C1 9,10-dibenzyloxyanthracene